C(C1=CC=CC=C1)NNC 1-Benzyl-2-methylhydrazine